6-bromo-N-((1r,4r)-4-methoxycyclohexyl)pyrazine-2-carboxamide BrC1=CN=CC(=N1)C(=O)NC1CCC(CC1)OC